(R)-2-((2R,3R)-3-(2,3-difluorophenyl)oxiran-2-yl)pyrrolidine-1-carboxylic acid benzyl ester C(C1=CC=CC=C1)OC(=O)N1[C@H](CCC1)[C@H]1O[C@@H]1C1=C(C(=CC=C1)F)F